C1(=C(C=CC=C1)C1=C(C2=C(SC3=C2C=CC=C3)C=C1)C1=NN=NC(=C1C1=C(C=CC=C1)C1=CC=CC=C1)C1=CC=CC=C1)C1=CC=CC=C1 biphenylyl[phenyl(biphenylyl)triazineyl]dibenzothiophene